6-(2-hydroxybenzylamino)purine mesylate S(C)(=O)(=O)O.OC1=C(CNC2=C3NC=NC3=NC=N2)C=CC=C1